6-bromo-3-methyl-1,3-dihydro-2H-imidazo[4,5-b]pyridin-2-one BrC=1C=C2C(=NC1)N(C(N2)=O)C